10-(4'-methoxy[1,1'-biphenyl]-4-yl)-9-oxo-2-(propan-2-yl)-9H-thioxanthen-10-ium hexafluorophosphate F[P-](F)(F)(F)(F)F.COC1=CC=C(C=C1)C1=CC=C(C=C1)[S+]1C=2C=CC(=CC2C(C2=CC=CC=C12)=O)C(C)C